3-(3-chlorophenyl)prop-2-en-1-one ClC=1C=C(C=CC1)C=CC=O